2-(quinolin-5-oxy)but-3-en-1-ol N1=CC=CC=2C(=CC=CC12)OC(CO)C=C